C(N)(=O)C1=C(C(=O)[O-])C=CC=C1 2-carbamoylbenzoate